N2,N6-bis(tert-butoxycarbonyl)-L-lysyl-L-alanyl-N6-(tert-butoxycarbonyl)-L-lysine benzyl ester C(C1=CC=CC=C1)OC([C@@H](NC([C@@H](NC([C@@H](NC(=O)OC(C)(C)C)CCCCNC(=O)OC(C)(C)C)=O)C)=O)CCCCNC(=O)OC(C)(C)C)=O